FC=1C(=NC(=NC1)NC1CCN(CC1)C(=O)[O-])C1=CC(=CC=C1)N1C(C=CC=C1)=O 4-((5-fluoro-4-(3-(2-oxopyridin-1(2H)-yl)phenyl)pyrimidin-2-yl)amino)piperidine-1-carboxylate